BrC=1C=CC(N(N1)C(C)C)=O 6-bromo-2-isopropylpyridazin-3(2H)-one